C(C)(C)(C)OC(=O)NC1[C@H]2CN(C[C@@H]1CC2)C(=O)OCC2=CC=CC=C2 Benzyl (1R,5S,8S)-8-((tert-butoxycarbonyl)amino)-3-azabicyclo[3.2.1]octane-3-carboxylate